(2R)-N-(4-(tert-butyl)phenyl)-1-cyano-N-(2-oxo-2-(3-oxoazetidin-1-yl)-1-(pyridin-3-yl)ethyl)pyrrolidine-2-carboxamide C(C)(C)(C)C1=CC=C(C=C1)N(C(=O)[C@@H]1N(CCC1)C#N)C(C(N1CC(C1)=O)=O)C=1C=NC=CC1